N-(2,6-diisopropylphenyl)-4-(dimethylamino)benzamide C(C)(C)C1=C(C(=CC=C1)C(C)C)NC(C1=CC=C(C=C1)N(C)C)=O